1-(1-fluorocyclopropyl)ethanone FC1(CC1)C(C)=O